(R/S)-2-(3-(1-aminoethyl)-2-fluorophenyl)propan-2-ol hydrochloride Cl.N[C@H](C)C=1C(=C(C=CC1)C(C)(C)O)F |r|